4-bromo-6-chloro-2-(biphenyl-4-yl)-benzoxazole BrC1=CC(=CC2=C1N=C(O2)C2=CC=C(C=C2)C2=CC=CC=C2)Cl